(S)-1-Methyl-N-((S)-5-methyl-4-oxo-2,3,4,5-tetrahydrobenzo[b][1,4]oxazepin-3-yl)-1-(2,2,2-trifluoroethyl)-1,3-dihydrofuro[3,4-c]pyridin-6-carboxamid C[C@]1(OCC=2C=NC(=CC21)C(=O)N[C@@H]2C(N(C1=C(OC2)C=CC=C1)C)=O)CC(F)(F)F